Cl.CN(CCC)C N,N-dimethylpropanamine hydrochloride